3-bromo-5-chloro-N,N-bis(4-methoxybenzyl)aniline BrC=1C=C(N(CC2=CC=C(C=C2)OC)CC2=CC=C(C=C2)OC)C=C(C1)Cl